N1N=CC2=CC=C(C=C12)C1=CC=CC(=N1)OC=1C=CC(=C(C1)O)F 5-((6-(1H-indazol-6-yl)pyridin-2-yl)oxy)-2-fluorophenol